FC=1C=C(C=CC1F)C1=C(N=C(C2=CC3=C(C=C12)C=NN3)C3=C(C=C(C(=O)O)C=C3)F)C3CCOCC3 4-[5-(3,4-difluorophenyl)-6-tetrahydropyran-4-yl-1H-pyrazolo[4,3-g]isoquinolin-8-yl]-3-fluoro-benzoic acid